4-(5H-imidazo[5,1-a]isoindol-5-yl)pyrrolidin-3-ol C=1N=CN2C1C1=CC=CC=C1C2C2C(CNC2)O